FC=1C=C(C=CC1F)/C=C/C=O (E)-3-(3,4-difluorophenyl)acrolein